3-(4-((1,1-Dioxidothietan-3-yl)oxy)phenyl)propanal O=S1(CC(C1)OC1=CC=C(C=C1)CCC=O)=O